N-(3-{N-methyl[(5-oxo-1,4-dihydro-1,2,4-triazol-4-yl)methyl]carbonylamino}-2-hydroxypropyl)-N-methyl-(E)-3-(3,5-dichlorophenyl)acrylamide CN(CC(CN(C(\C=C\C1=CC(=CC(=C1)Cl)Cl)=O)C)O)C(=O)CN1C=NNC1=O